1-methyl-1-vinyl-2,4-diisopropylcyclohexane CC1(C(CC(CC1)C(C)C)C(C)C)C=C